P(=O)([O-])([O-])[O-].[Mg+2].[Ca+2] Calcium-Magnesium Phosphat